C(OCC1(CC1)C)(OC1=CC=C(C=C1)[N+](=O)[O-])=O (1-methylcyclopropyl)methyl (4-nitrophenyl) carbonate